(S)-6-ethyl-N-((S)-1-(5-(7-methoxy-1-methyl-2-oxo-1,2-dihydroquinolin-6-yl)oxazol-2-yl)-7-oxononyl)-6-azaspiro[2.5]octane-1-carboxamide C(C)N1CCC2(C[C@@H]2C(=O)N[C@@H](CCCCCC(CC)=O)C=2OC(=CN2)C=2C=C3C=CC(N(C3=CC2OC)C)=O)CC1